COC1=C(CNC(CSC=2NC=C(N2)C(=O)O)=O)C=CC(=C1)OC 2-((2-((2,4-dimethoxybenzyl)amino)-2-oxoethyl)thio)-1H-imidazole-4-carboxylic acid